2,4-dimethyl-3-cyclohexene-1-carboaldehyde CC1C(CCC(=C1)C)C=O